1-(6-(piperazin-1-yl)-5-(trifluoromethyl)pyridin-3-yl)dihydropyrimidine-2,4(1H,3H)-dione N1(CCNCC1)C1=C(C=C(C=N1)N1C(NC(CC1)=O)=O)C(F)(F)F